2-((3,5-dichlorophenyl)amino)thiazole-4-thiocarboxamide tert-butyl-4-[[1-[2-(2,6-dioxo-3-piperidyl)-7-fluoro-1-oxo-isoindolin-4-yl]-4-piperidyl]methyl]piperazine-1-carboxylate C(C)(C)(C)OC(=O)N1CCN(CC1)CC1CCN(CC1)C1=C2CN(C(C2=C(C=C1)F)=O)C1C(NC(CC1)=O)=O.ClC=1C=C(C=C(C1)Cl)NC=1SC=C(N1)C(N)=S